OC(CCC)C1=CC(=C(C=N1)C=1C(N(C2=CC(=NC=C2C1)NC(=O)C1CC1)C)=O)C N-(3-(6-(1-hydroxybutyl)-4-methylpyridin-3-yl)-1-methyl-2-oxo-1,2-dihydro-1,6-naphthyridin-7-yl)cyclopropanecarboxamide